C(C1=CC=CC=C1)C(CC[Si](OC)(OC)OC)(N)CCN γ-benzyl-γ-aminoethyl-3-aminopropyltrimethoxysilane